(4-Amino-2-fluoro-phenyl)-(5-methoxy-3H-benzo[e]indol-2-yl)-methanone NC1=CC(=C(C=C1)C(=O)C=1NC=2C=C(C3=C(C2C1)C=CC=C3)OC)F